1-(methoxymethyl)-5-(trifluoromethyl)isoindoline COCC1NCC2=CC(=CC=C12)C(F)(F)F